C(C1=CC=CC=C1)N1C(C(CC1=O)C1=CN(C=C1)C(=O)OC(C)(C)C)=O tert-butyl 3-(1-benzyl-2,5-dioxo-pyrrolidin-3-yl)pyrrole-1-carboxylate